FC=1C=C(C=NC1)C1=NC=2N(C(=C1)NCCC1=CNC3=CC=CC=C13)N=CC2C(C)=O 1-[5-(5-fluoro-3-pyridinyl)-7-[2-(1H-indol-3-yl)ethylamino]Pyrazolo[1,5-a]Pyrimidin-3-yl]Ethanone